ClCC(=O)O\N=C(/N)\[C@@H]1[C@H]2CN([C@@H]([C@@H]12)C)C1=CC(=CC=C1)Cl (1R,2R,5S,6R,Z)-N'-(2-Chloroacetoxy)-3-(3-chlorophenyl)-2-methyl-3-azabicyclo[3.1.0]hexane-6-carboxamidine